(3R,4r,5S)-4-amino-4-methylpiperidine-3,5-diol NC1([C@@H](CNC[C@@H]1O)O)C